5-bromoquinoline 1-oxide BrC1=C2C=CC=[N+](C2=CC=C1)[O-]